(S)-5-(difluoromethyl)-N-(3-(1-((3-methyl-1H-pyrazolo[3,4-b]pyrazin-5-yl)amino)ethyl)phenyl)thiophene-2-carboxamide FC(C1=CC=C(S1)C(=O)NC1=CC(=CC=C1)[C@H](C)NC=1N=C2C(=NC1)NN=C2C)F